(2-methoxy-4-(trifluoromethyl)phenyl)methanol COC1=C(C=CC(=C1)C(F)(F)F)CO